13,16-Octadecadiynoic acid, methyl ester C(CCCCCCCCCCCC#CCC#CC)(=O)OC